N1=C(N)N=C(N)N=C1N.C(CCC)N1C=[N+](C=C1)C 1-butyl-3-methylimidazolium melamine salt